C12CN(CC2C1)C1=NC(=CC2=C1N=C(N=C2)N[C@H]2[C@H](COC2)NC(C=C)=O)C2=C(C(=CC(=C2Cl)OC)OC)Cl N-((3R,4S)-4-((8-(3-aza-bicyclo[3.1.0]hexan-3-yl)-6-(2,6-dichloro-3,5-dimethoxyphenyl)pyrido[3,4-d]pyrimidin-2-yl)amino)tetrahydrofuran-3-yl)acrylamide